1-(1-carboxy-1-methylethyl)-4-[(4-methoxyphenyl)thiomethyl]-1H-1,2,3-triazole C(=O)(O)C(C)(C)N1N=NC(=C1)CSC1=CC=C(C=C1)OC